ClC1=C(C=C(C=C1)[C@@H]1C([C@@H]([C@H]([C@@H]([C@H]1O)O)O)CO)=O)CC1=CC=C(C=C1)OCC (2s,3s,4r,5r,6r)-2-(4-chloro-3-(4-ethoxybenzyl)phenyl)-3,4,5-trihydroxy-6-(hydroxymethyl)cyclohexan-1-one